4-[4-(4-nitrophenyl)-1H-pyrazol-1-yl]-1H-pyrrolo[2,3-b]pyridine [N+](=O)([O-])C1=CC=C(C=C1)C=1C=NN(C1)C1=C2C(=NC=C1)NC=C2